FC=1C(=NC=C(C1)F)[C@@H](CC)NCCCC[C@H](C(=O)NO)CC1=CC(=C(C(=C1)C)F)C (S)-6-(((R)-1-(3,5-difluoropyridin-2-yl)propyl)amino)-2-(4-fluoro-3,5-dimethylbenzyl)-N-hydroxyhexanamide